FC=1C=C(C=CC1)C=1N=CN(C1C1=CC=NC=C1)CC(=O)N1CCN(CC1)C 2-[4-(3-fluorophenyl)-5-(pyridin-4-yl)-1H-imidazol-1-yl]-1-(4-methylpiperazin-1-yl)ethan-1-one